(3S)-3-[isopropyl-(methyl)carbamoyl]-3,4-dihydro-1H-isoquinoline-2-carboxylic acid tert-butyl ester C(C)(C)(C)OC(=O)N1CC2=CC=CC=C2C[C@H]1C(N(C)C(C)C)=O